6-bromo-4-(bromomethyl)-5-chloropyrazolo[1,5-a]Pyridine-3-carboxylic acid methyl ester COC(=O)C=1C=NN2C1C(=C(C(=C2)Br)Cl)CBr